[Cl-].[Cl-].C[Si](=[Zr+2](C1C(=CC2=CC=CC=C12)C)C1C(=CC2=CC=CC=C12)C)C Rac-dimethylsilylenebis(2-methyl-1-indenyl)zirconium dichloride